4-((2,4-difluorophenyl)ethynyl)-N-((tetrahydrofuran-3-yl)methyl)Benzamide FC1=C(C=CC(=C1)F)C#CC1=CC=C(C(=O)NCC2COCC2)C=C1